CC1=CC=C(C=C1)C=1N=C(SC1)C1CCN(CC1)C(=O)OC(C)(C)C tert-butyl 4-[4-(4-methylphenyl)-1,3-thiazol-2-yl]piperidine-1-carboxylate